2,6-bis(hydroxymethyl)4-methylphenol OCC1=C(C(=CC(=C1)C)CO)O